C(C(C)(C)C)(=O)OC1=C(C(=C(C(=C1F)F)F)F)S(N(C)C)(=O)=O 2-(N,N-dimethylsulfamoyl)-3,4,5,6-tetrafluorophenyl pivalate